stearamidopropyldibutylamine C(CCCCCCCCCCCCCCCCC)(=O)NCCCN(CCCC)CCCC